FC1(OC2=C(O1)C=CC=C2COC2=CC=CC(=N2)C2CCN(CC2)CC=2N(C1=C(N2)C=CC(=C1)C(=O)OC)CCOC)F Methyl 2-[[4-[6-[(2,2-difluoro-1,3-benzodioxol-4-yl)methoxy]-2-pyridyl]-1-piperidyl]methyl]-3-(2-methoxyethyl)benzimidazole-5-carboxylate